methyl (Z)-2-(2'-cyano-4'-methoxy-3'-propoxy-[1,1'-biphenyl]-3-yl)-3-(((trifluoromethyl)sulfonyl)oxy)acrylate C(#N)C1=C(C=CC(=C1OCCC)OC)C1=CC(=CC=C1)/C(/C(=O)OC)=C/OS(=O)(=O)C(F)(F)F